[4-(2-thioxanthenylthio)phenyl]phenyl-2-thioxanthenylsulfonium phenyl-tris(pentafluorophenyl)borate C1(=CC=CC=C1)[B-](C1=C(C(=C(C(=C1F)F)F)F)F)(C1=C(C(=C(C(=C1F)F)F)F)F)C1=C(C(=C(C(=C1F)F)F)F)F.C1=C(C=CC=2SC3=CC=CC=C3CC12)SC1=CC=C(C=C1)[S+](C1=CC=2CC3=CC=CC=C3SC2C=C1)C1=CC=CC=C1